C(C)C1=NN(C2=C1C(NCC1(CCOCC1)C2)=O)CC(COC(C2=CC(=CC=C2)C(C)=O)=O)(C)C 3-Acetyl-benzoic acid [3-(3-ethyl-4-oxo-spiro[6,8-dihydro-5H-pyrazolo[4,3-c]azepin-7,4'-tetrahydropyran]-1-yl)-2,2-dimethyl-propyl] ester